C(C)(C)(C)OC(=O)NC1=NC(=C(C(=N1)C=O)C(=O)OC)OC methyl 2-((tert-butoxycarbonyl)amino)-4-formyl-6-methoxypyrimidine-5-carboxylate